FC=1C=CC(=NC1)C1=NNC(=C1)CO (3-(5-Fluoropyridin-2-yl)-1H-pyrazol-5-yl)methanol